2-amino-3-(3-chloro-4-hydroxyphenyl)propanoic acid NC(C(=O)O)CC1=CC(=C(C=C1)O)Cl